CC(C(=O)N[C@@H](CCC(=O)N[C@@H](CS)C(=O)NCC(=O)O)C(=O)O)O Lactoylglutathione